5-Bromo-N-(5-hydroxy-3,4,6-trimethylpyridin-2-yl)-1H-indol-2-carboxamid BrC=1C=C2C=C(NC2=CC1)C(=O)NC1=NC(=C(C(=C1C)C)O)C